O-(5-nitro-2-pyridyl)ethanolamine [N+](=O)([O-])C=1C=CC(=NC1)OCCN